NC1=NC=C(C2=C1C(=C(S2)C2=C(C=C(C=C2)NC(C=CC)=O)C)C2=CC(=C(C=C2)OC2=NC=CC(=N2)C)Cl)C(=O)N 4-amino-3-(3-chloro-4-((4-methylpyrimidin-2-yl)oxy)phenyl)-2-(4-methylacrylamido-2-methylphenyl)thieno[3,2-c]pyridine-7-carboxamide